CC1(N(CCC1NS(=O)(=O)C)C(=O)N)C dimethyl-3-((methylsulfonyl)amino)pyrrolidine-1-carboxamide